CS(=O)(=O)C1=CC=C(C=C1)N[C@@H](CO)C(=O)[O-] p-methylsulfonylphenylserinate